6-(5-(1-isobutylpiperidin-4-yl)-3-isopropyl-1H-indol-2-yl)-8-methyl-[1,2,4]triazolo[1,5-a]pyridine C(C(C)C)N1CCC(CC1)C=1C=C2C(=C(NC2=CC1)C=1C=C(C=2N(C1)N=CN2)C)C(C)C